3-(5-(2-(Difluoromethyl)-1-methyl-5-(pyrimidin-5-yl)-1H-imidazol-4-yl)-1-oxoisoindolin-2-yl)piperidine-2,6-dione FC(C=1N(C(=C(N1)C=1C=C2CN(C(C2=CC1)=O)C1C(NC(CC1)=O)=O)C=1C=NC=NC1)C)F